BrC=1C2=C(C(=NC1)Cl)N=CN2C 7-bromo-4-chloro-1-methyl-1H-imidazo[4,5-c]pyridine